5-[1-fluoro-3-hydroxy-7-(methoxymethyl)naphthalen-2-yl]-1λ6,2,5-thiadiazolidine-1,1,3-trione FC1=C(C(=CC2=CC=C(C=C12)COC)O)N1CC(NS1(=O)=O)=O